BrC1=CC(=C(C=C1)CC(=O)C1=CC=CC=C1)[N+](=O)[O-] 2-(4-bromo-2-nitrophenyl)-1-phenylethan-1-one